tert-butyl 2-hydroxy-2-methyl-5-oxa-8-azaspiro[3.5]nonane-8-carboxylate OC1(CC2(C1)OCCN(C2)C(=O)OC(C)(C)C)C